4-amino-N-((4S)-8-fluoro-3,4-dihydro-1H-pyrano[4,3-c]pyridin-4-yl)-N,1-dimethyl-1H-pyrazolo[4,3-c]quinoline-8-carboxamide NC1=NC=2C=CC(=CC2C2=C1C=NN2C)C(=O)N(C)[C@@H]2COCC1=C2C=NC=C1F